(4-nitrophenoxy)tetrahydro-2H-thiopyran [N+](=O)([O-])C1=CC=C(OC2SCCCC2)C=C1